FC=1C=C(C=2C(CCCC2C1O)=O)CC(=O)N (3-fluoro-4-hydroxy-8-oxo-5,6,7,8-tetrahydronaphthalen-1-yl)acetamide